BrCCCCCCCCCC(=O)OCC(CCCCCCCC)CCCCCC 2-hexyldecyl 10-bromodecanoate